C(CCCCCCCC)(=O)OC1=C(C=CC=C1)O nonanoyloxyphenol